N1=NCCCCCCC1 diazacyclononacarbene